OC(C)C=1NC2=C(N1)C=CC=C2 2-(1-hydroxyethyl)-benzimidazole